5,6-dimethoxy-2,3,8,9,12,13-hexa(pentoxy)dibenzo[fg,op]tetracene-1-amine COC1=CC=2C3=C4C(C5=CC(=C(C=C5C=5C4=C(C2C=C1OC)C(=C(C5)OCCCCC)OCCCCC)OCCCCC)OCCCCC)=C(C(=C3OCCCCC)OCCCCC)N